OC(COCCOCCNC(OC(C)(C)C)=O)C1=CC=CC(=N1)C(=O)OC methyl 6-(13-hydroxy-2,2-dimethyl-4-oxo-3,8,11-trioxa-5-azatridecan-13-yl)picolinate